di-arachidyl-phosphorylcholine C(CCCCCCCCCCCCCCCCCCC)P(=O)(CCCCCCCCCCCCCCCCCCCC)OCC[N+](C)(C)C